(1r,4r)-4-((3-(4-(2-(2-aminopyridin-3-yl)-5-phenyl-3H-imidazo[4,5-b]pyridin-3-yl)phenyl)azetidin-1-yl)methyl)cyclohexane-1-carboxylic acid NC1=NC=CC=C1C1=NC=2C(=NC(=CC2)C2=CC=CC=C2)N1C1=CC=C(C=C1)C1CN(C1)CC1CCC(CC1)C(=O)O